tert-butyl (2S,5R)-4-(1-(3,3-dimethyl-2,3-dihydro-[1,4]dioxino[2,3-b]pyridin-6-yl) ethyl)-5-ethyl-2-methylpiperazine-1-carboxylate CC1(COC=2C(=NC(=CC2)C(C)N2C[C@@H](N(C[C@H]2CC)C(=O)OC(C)(C)C)C)O1)C